4-iodo-N-(tetrahydro-2H-pyran-4-yl)isothiazol-5-amine IC=1C=NSC1NC1CCOCC1